CN1C(=C(C2=CC=CC=C12)C1(OC(=O)C2=CC=CN=C12)C1=C(C=C(C=C1)N(CC)CC)OCCCCCC)C 3-(1-methyl-2-methylindol-3-yl)-3-(2-hexyloxy-4-diethylaminophenyl)-4-azaphthalide